ClC1=NC(=C(C(=N1)N[C@@H](C(F)(F)F)C)F)N[C@@H](C(F)(F)F)C 2-chloro-5-fluoro-N4,N6-bis((R)-1,1,1-trifluoropropan-2-yl)pyrimidine-4,6-diamine